4-fluoro-1-((tetrahydro-2H-pyran-4-yl)amino)-8,9-dihydro-2,7,9a-triazabenzo[cd]azulen-6(7H)-one FC=1C=C2C3=C(N=C(N3CCNC2=O)NC2CCOCC2)C1